5-(1,1-Dimethylheptyl)-2-[5-hydroxy-2-(3-hydroxypropyl)cyclohexyl]phenol CC(CCCCCC)(C)C=1C=CC(=C(C1)O)C1C(CCC(C1)O)CCCO